tetramethyl-oxy-(1H-benzotriazole-1-yl)-ammonium Hexafluorophosphate F[P-](F)(F)(F)(F)F.COC1=C(C(=C(C2=C1N(N=N2)[NH3+])OC)OC)OC